C(C)(C)(C)N1CCC(CC1)(CO)F tert-butyl-4-fluoro-4-(hydroxymethyl)piperidine